O=C1NC(=NC2=CC=CC=C12)C1CN(CCC1)C1CCN(CC1)C(=O)OC(C)(C)C tert-butyl 3-(4-oxo-3,4-dihydroquinazolin-2-yl)-[1,4'-bipiperidine]-1'-carboxylate